2-amino-N-(3-nitrophenyl)benzamide tert-butyl-(2R,4R)-2-((difluoromethoxy)methyl)-4-(4-(trifluoromethyl)phenoxy)pyrrolidine-1-carboxylate C(C)(C)(C)OC(=O)N1[C@H](C[C@H](C1)OC1=CC=C(C=C1)C(F)(F)F)COC(F)F.NC1=C(C(=O)NC2=CC(=CC=C2)[N+](=O)[O-])C=CC=C1